OC[C@]1(O[C@H](CNC1)N1C(NC(C(=C1)C)=O)=O)CO[Si](C(C)C)(C(C)C)C(C)C 1-[(2R,6S)-6-(hydroxymethyl)-6-(triisopropylsiloxymethyl)morpholin-2-yl]-5-methyl-pyrimidine-2,4-dione